2,4-Dichloro-5-chloromethyl-pyrimidine ClC1=NC=C(C(=N1)Cl)CCl